4-(N,N-dimethylamino)pyridine benzyl bromide salt C(C1=CC=CC=C1)Br.CN(C)C1=CC=NC=C1